ClC1=C(C(=O)NC2=C(C=C(C=C2)F)F)C(=CC=C1[N+](=O)[O-])Cl 2,6-dichloro-N-(2,4-difluorophenyl)-3-nitrobenzamide